FC1(CCC(CC1)[C@@H](C(NC1=NC=CC(=C1)CN1C(N[C@@H](C1)C(F)(F)F)=O)=O)NC(OCC1=CC=CC=C1)=O)F Benzyl ((S)-1-(4,4-difluorocyclohexyl)-2-oxo-2-((4-(((S)-2-oxo-4-(trifluoromethyl)imidazolidin-1-yl)methyl)pyridin-2-yl)amino)ethyl)carbamate